1-(1-(4-bromophenyl)-5-hydroxy-4-(piperidin-1-ylmethyl)-1H-indol-3-yl)ethane BrC1=CC=C(C=C1)N1C=C(C2=C(C(=CC=C12)O)CN1CCCCC1)CC